[4,7]phenanthroline C1=CC=NC2=CC=C3N=CC=CC3=C12